ClC1=CC=C(C=C1)CN1C([C@H](CS(C2=C1C=C(C(=C2)F)C=2OC(=NN2)S(=O)(=O)C)(=O)=O)NC(OC(C)(C)C)=O)=O tert-butyl N-[(3R)-5-[(4-chlorophenyl)methyl]-8-fluoro-7-(5-methylsulfonyl-1,3,4-oxadiazol-2-yl)-1,1,4-trioxo-2,3-dihydro-1λ6,5-benzothiazepin-3-yl]carbamate